[(thiophen-3-yl)methyl]benzamide S1C=C(C=C1)CC1=C(C(=O)N)C=CC=C1